C1CCCC2(CCC3C4CCC5CCCCC5=C4CC=C3C21)C(=O)O 1,3,4,5,6,6a,7,8,8a,10,11,12,13,14b-tetradecahydropicene-4a-carboxylic acid